ClC=1C(=NC(=NC1)C1(CC(=CC=C1)N)N)C1=CNC2=CC=CC=C12 1-(5-chloro-4-(1H-indol-3-yl)pyrimidin-2-yl)benzene-1,3-diamine